perfluorobutyl-7-methyl-tetralone FC1(C(C2=C(C(=C(C(=C2C(C1(F)F)(F)F)F)F)C(F)(F)F)F)=O)C(C(C(C(F)(F)F)(F)F)(F)F)(F)F